C(C1=CC=CC=C1)NC1=NC(=NN2C1=CC=C2C2CNCCC2)N2C(=CC=1C(=CC=CC21)C#N)C 1-(4-(benzylamino)-7-(piperidin-3-yl)pyrrolo[2,1-f][1,2,4]triazin-2-yl)-2-methyl-1H-indole-4-carbonitrile